CN(C)CC1(CC1)COC=1N=C(C2=C(N1)C(=C(N=C2)C2=CC(=CC1=CC=C(C(=C21)CC)F)O)F)N2CCOC[C@](C2)(O)CC (S)-4-(2-((1-((dimethylamino)methyl)cyclopropyl)methoxy)-7-(8-ethyl-7-fluoro-3-hydroxynaphthalen-1-yl)-8-fluoropyrido[4,3-d]pyrimidin-4-yl)-6-ethyl-1,4-oxazepan-6-ol